[Pd].[Pd].C(C1=CC=CC=C1)C(C(C)=O)CC1=CC=CC=C1.C(C1=CC=CC=C1)C(C(C)=O)CC1=CC=CC=C1.C(C1=CC=CC=C1)C(C(C)=O)CC1=CC=CC=C1 trisdibenzylacetone dipalladium (0)